FC(C(F)(F)F)(S(=O)(=O)[Sr]S(=O)(=O)C(C(F)(F)F)(F)F)F bis(perfluoroethylsulfonyl)strontium